ClC=1SC(=CN1)CN1C=CC=C2C1=NC(N(C2=O)C)=O 8-((2-chlorothiazol-5-yl)methyl)-3-methylpyrido[2,3-d]pyrimidine-2,4(3H,8H)-dione